C(=O)C1CCC(CC1)N1N=C2C=C(C(=CC2=C1)NC(=O)C1=NC(=CN=C1)C(F)(F)F)C(C)(C)O N-[2-(4-formylcyclohexyl)-6-(1-hydroxy-1-methyl-ethyl)indazol-5-yl]-6-(trifluoromethyl)pyrazine-2-carboxamide